3-(2-oxo-1,2-dihydro-indol-3-ylidenemethyl)-4,5,6,7-tetrahydro-2H-isoindole-1-carboxylic acid ethyl ester C(C)OC(=O)C=1NC(=C2CCCCC12)C=C1C(NC2=CC=CC=C12)=O